1,4-dicarboxyl-cyclohexane C(=O)(O)C1CCC(CC1)C(=O)O